5-[(2R,5S)-5-methyl-2-piperidyl]-1H-Indazole C[C@H]1CC[C@@H](NC1)C=1C=C2C=NNC2=CC1